(R)-2-(4-((1-(3-(Difluoromethyl)-2-fluorophenyl)ethyl)amino)-1-methyl-7-oxopyrido[3,4-d]pyridazine-6(7H)-yl)ethyl benzoate C(C1=CC=CC=C1)(=O)OCCN1C=C2C(=NN=C(C2=CC1=O)C)N[C@H](C)C1=C(C(=CC=C1)C(F)F)F